C(C)N(C(=O)N[C@H](C(F)F)CCCF)[C@H](C(F)(F)F)C1=NC=C(C(=C1)C=1N=C(C=2N(C1)N=CN2)OC)OC 1-ethyl-1-((S)-2,2,2-trifluoro-1-(5-methoxy-4-(8-methoxy-[1,2,4]triazolo[1,5-a]pyrazin-6-yl)pyridin-2-yl)ethyl)-3-((S)-1,1,5-trifluoropentan-2-yl)urea